C1(CC1)C=1SC(=C(N1)C=O)C(=O)OCC ethyl 2-cyclopropyl-4-formyl-thiazole-5-carboxylate